(4-aminoimidazo[1,5-a]pyrido[3,4-e]pyrazin-8-yl)((4aS,9aR)-5-fluoro-7-(trifluoromethyl)-2,3,9,9a-tetrahydroindeno[2,1-b][1,4]oxazin-4(4aH)-yl)methanone NC=1C=2N(C3=C(N1)C=NC(=C3)C(=O)N3[C@@H]1[C@H](OCC3)CC=3C=C(C=C(C31)F)C(F)(F)F)C=NC2